2-(4-(3-((3-((5-((3S,4S)-4-((tert-butoxycarbonyl)amino)-3-methyl-2-oxo-8-Azaspiro[4.5]dec-8-yl)pyrazin-2-yl)thio)phenyl)carbamoyl)cyclobutyl)piperazin-1-yl)pyrimidine-5-carboxylic acid C(C)(C)(C)OC(=O)N[C@H]1[C@@H](C(CC12CCN(CC2)C=2N=CC(=NC2)SC=2C=C(C=CC2)NC(=O)C2CC(C2)N2CCN(CC2)C2=NC=C(C=N2)C(=O)O)=O)C